N-(6-methoxy-2-methylpyrazolo[1,5-a]pyridin-5-yl)-4-((2S)-2-methylpiperidin-4-yl)-2,3-dihydro-1H-pyrrolo[2,3-b]pyridine-1-carboxamide COC=1C(=CC=2N(C1)N=C(C2)C)NC(=O)N2CCC=1C2=NC=CC1C1C[C@@H](NCC1)C